[N+](=O)([O-])C1=CC=C(C=N1)C1=CC=CC=2N1N=CC2C(=O)N2CCCCC2 (7-(6-nitropyridin-3-yl)pyrazolo[1,5-a]pyridin-3-yl)(piperidin-1-yl)methanone